COC(=O)C1C(NCC1CCC)=O 2-oxo-4-propyl-pyrrolidine-3-carboxylic acid methyl ester